FC=1C=CC(=NC1OC)C1=NN=C(S1)CN1C2(CC2)C(N(C1=O)[C@H](C(F)(F)F)C1=CC=CC=C1)=O (S)-4-((5-(5-fluoro-6-methoxypyridin-2-yl)-1,3,4-thiadiazol-2-yl)methyl)-6-(2,2,2-trifluoro-1-phenylethyl)-4,6-diazaspiro[2.4]heptane-5,7-dione